(S)-8-(2-fluoro-4-((3S,4R)-7-hydroxy-3-phenylchroman-4-yl)phenyl)-1-oxa-8-azaspiro[4.5]decane-3-carbaldehyde FC1=C(C=CC(=C1)[C@H]1[C@H](COC2=CC(=CC=C12)O)C1=CC=CC=C1)N1CCC2(C[C@@H](CO2)C=O)CC1